ethyl[(3-{2-chloro-5-[2,6-dioxo-4-(trifluoromethyl)-3,6-dihydropyrimidine-1(2H)-yl]-4-fluorophenoxy}pyridin-2-yl)oxy]acetate C(C)OC(COC1=NC=CC=C1OC1=C(C=C(C(=C1)N1C(NC(=CC1=O)C(F)(F)F)=O)F)Cl)=O